CC1=CC=CC(=N1)C1=C(N=CN1)C=1C=C2C=C(C=NC2=CC1)N1CC(NCC1)CC(=O)OC(C)C isopropyl 2-[4-[6-[5-(6-methyl-2-pyridyl)-1H-imidazol-4-yl]-3-quinolyl]piperazin-2-yl]acetate